O[C@]1(CN(CCC1)C1=NN(C=C1)C=1C=CC(=C2CNC(C12)=O)C1=C2C(=NC=C1)N(C=C2)C)C |o1:1| rel-(R)-7-(3-(3-hydroxy-3-methylpiperidin-1-yl)-1H-pyrazol-1-yl)-4-(1-methyl-1H-pyrrolo[2,3-b]pyridin-4-yl)isoindolin-1-one